(S)-4-(2-(2-chloro-5-methoxyphenyl)azepan-1-yl)-6-methylpyrimidin-2-amine ClC1=C(C=C(C=C1)OC)[C@H]1N(CCCCC1)C1=NC(=NC(=C1)C)N